OC[C@H](C#CC1=CC=C(C=C1)C1=CC=C(C=C1)O[C@@H]1[C@@H](COC1)O)N1C(=NC=C1)[C@H](C)O (cis)-4-((4'-((S)-4-hydroxy-3-(2-((S)-1-hydroxyethyl)-1H-imidazol-1-yl)but-1-yn-1-yl)-[1,1'-biphenyl]-4-yl)oxy)tetrahydrofuran-3-ol